FC(C=1C=C(C=CC1C1=C(C(=C(C2=CC=CC=C12)O)\N=N\[H])S(=O)(=O)O)C1=CC(=C(C=C1)C1=C(C(=C(C2=CC=CC=C12)O)\N=N\[H])S(=O)(=O)O)C(F)(F)F)(F)F 1,1'-(3,3'-ditrifluoromethyl[1,1'-biphenyl]-4,4'-diyl)bis{4-hydroxy-3-[(E)-diazenyl]naphthalene-2-sulfonic acid}